Manganese(II) oxalate dihydrate O.O.C(C(=O)[O-])(=O)[O-].[Mn+2]